C(C)C1=NN(C=2COC[C@@H](OC=3N(N=CC3C=3C=CC=4N(N=C(/C=C/C12)C4C3)C3OCCCC3)C)C)C (8S,17E)-15-ethyl-5,8,13-trimethyl-21-tetrahydropyran-2-yl-7,10-dioxa-4,5,13,14,20,21-hexazapentacyclo[17.5.2.02,6.012,16.022,26]hexacosa-1(25),2(6),3,12(16),14,17,19,22(26),23-nonaene